C1(CC1)N1C=C(C(C2=CC(=C(C(=C12)Cl)N1CCC2(CCOC2)CC1)F)=O)C(=O)O 1-cyclopropyl-6-fluoro-8-chloro-1,4-dihydro-7-(2-oxa-8-azaspiro[4.5]dec-8-yl)-4-oxo-3-quinolinecarboxylic acid